OCC(C)(C)NC(C1=CC(=CC=C1)NC1=NC=C(C(=N1)NCC=1C(=NC=CC1)N(S(=O)(=O)C)C)C(F)(F)F)=O N-(2-hydroxy-1,1-dimethylethyl)-3-({4-[({2-[methyl(methylsulfonyl)amino]pyridin-3-yl}methyl)amino]-5-(trifluoromethyl)pyrimidin-2-yl}amino)benzamide